FC1(CCN(CC1)C(CCCCCN(C)CC=1C=2C3=C(C(N(C3=CC1)C1C(NC(CC1)=O)=O)=O)C=CC2)=O)F 3-(6-(((6-(4,4-difluoropiperidin-1-yl)-6-oxohexyl)(methyl)amino)methyl)-2-oxobenzo[cd]indol-1(2H)-yl)piperidine-2,6-dione